CN(C=1C=C(C=C2C(N(CC12)C1C(NC(CC1)=O)=O)=O)C#N)C 7-(dimethylamino)-2-(2,6-dioxopiperidin-3-yl)-3-oxoisoindoline-5-carbonitrile